ClC=1C(=CC(=C(C=O)C1)OCCC)OCCC 5-chloro-2,4-dipropoxybenzaldehyde